(1R,3r)-3-(4-(8-chloro-7-((7-fluoro-2-methyl-1H-benzo[d]imidazol-6-yl)oxy)quinoxalin-2-yl)-1H-pyrazol-1-yl)-1-methylcyclobutanol ClC=1C(=CC=C2N=CC(=NC12)C=1C=NN(C1)C1CC(C1)(O)C)OC=1C=CC2=C(NC(=N2)C)C1F